(1R,5S)-tert-butyl 3-(8-fluoro-2-((hexahydro-1H-pyrrolizin-7a-yl)methoxy)-7-(3-hydroxyphenyl)pyrido[4,3-d]pyrimidin-4-yl)-3,8-diazabicyclo[3.2.1]octane-8-carboxylate FC1=C(N=CC2=C1N=C(N=C2N2C[C@H]1CC[C@@H](C2)N1C(=O)OC(C)(C)C)OCC12CCCN2CCC1)C1=CC(=CC=C1)O